FC(C(=O)O)(F)F.NCCCCNC(CC1=C2C(N(C(C2=CC=C1)=O)C1C(NC(CC1)=O)=O)=O)=O N-(4-aminobutyl)-2-(2-(2,6-dioxopiperidin-3-yl)-1,3-dioxoisoindolin-4-yl)acetamide trifluoroacetate